C1(CC1)C1=NN(C=N1)C1CC2(CN(C2)C(=O)N2CCN(CC2)C(C(=O)NC)C2=CC=C(C=C2)F)C1 2-[4-[6-(3-cyclopropyl-1,2,4-triazol-1-yl)-2-azaspiro[3.3]heptane-2-carbonyl]piperazino]-2-(4-fluorophenyl)-N-methyl-acetamide